6-Chloro-N4-(3-methoxy-2,2-dimethylpropyl)-N4-methyl-3-nitropyridin-2,4-diamine ClC1=CC(=C(C(=N1)N)[N+](=O)[O-])N(C)CC(COC)(C)C